6-((2-((2-Hydroxyethyl)thio)ethyl)(methyl)amino)undecane-1,11-diyl dicyclopentadecanecarboxylate C1(CCCCCCCCCCCCCC1)C(=O)OCCCCCC(CCCCCOC(=O)C1CCCCCCCCCCCCCC1)N(C)CCSCCO